pyridazine-4-yl S-octylthiocarbonate C(CCCCCCC)S=C(OC1=CN=NC=C1)[O-]